C1(CCCC1)NC(OC1=CC(=C(C=C1)O)C=1C=NC=C(C1)C=1N=NN(N1)COCC[Si](C)(C)C)=O 4-hydroxy-3-(5-(2-((2-(trimethylsilyl)ethoxy)methyl)-2H-tetrazol-5-yl)pyridin-3-yl)phenyl cyclopentylcarbamate